S(=O)(=O)=C([C@H](NF)C(=O)O)CCCN sulfonylfluoro-L-lysine